Cl.NCCCC=1C=C(C(=CC1)O)O 4-(3-aminopropyl)benzene-1,2-diol hydrochloride